FC1=C(N=CC2=C1N=C(N=C2N2CC1CC(C(C2)C1)O)OCC12CCCN2CCC1)C1=CC=CC2=CC=CC(=C12)F 3-(8-fluoro-7-(8-fluoronaphthalen-1-yl)-2-((hexahydro-1H-pyrrolizin-7a-yl)methoxy)pyrido[4,3-d]pyrimidin-4-yl)-3-azabicyclo[3.2.1]octan-6-ol